(7-(4,4,5,5-tetramethyl-1,3,2-dioxaborolan-2-yl)-[1,2,4]triazolo[1,5-a]pyridin-2-yl)methanol CC1(OB(OC1(C)C)C1=CC=2N(C=C1)N=C(N2)CO)C